1-[phenyl(biphenylyl)triazinyl][(dimethylfluorenyl)dibenzofuranyl]benzene C1(=CC=CC=C1)C1=C(C(=NN=N1)C1=C(C=CC=C1)C1=C(C=CC=2OC3=C(C21)C=CC=C3)C3=C(C(=CC=2C1=CC=CC=C1CC32)C)C)C3=C(C=CC=C3)C3=CC=CC=C3